((cis)-2-fluoro-1-methylcyclopropyl)imidazo[1,5-a]pyridine-6-sulfonamide F[C@H]1[C@@](C1)(C)C=1N=CN2C1C=CC(=C2)S(=O)(=O)N